OC/C=C(/C(=O)NCCCCNC(=O)C1=CC2=C(OCO2)C=C1)\C (E)-N-(4-(4-hydroxy-2-methylbut-2-enamido)butyl)benzo[d][1,3]dioxole-5-carboxamide